(2R)-N-((S)-(3,4-difluorophenyl)(trans-4-(trifluoromethyl)cyclohexyl)methyl)-2-methyl-3-oxopiperazine-1-carboxamide FC=1C=C(C=CC1F)[C@@H](NC(=O)N1[C@@H](C(NCC1)=O)C)[C@@H]1CC[C@H](CC1)C(F)(F)F